C(C)C1(NC(N(C(C1)=O)[C@@H]1CCOC2=CC=C(C=C12)C(=O)N[C@@H]1C[C@H](OC2=CC=CC=C12)C(F)(F)F)=N)CC (R)-4-(4,4-diethyl-2-imino-6-oxotetrahydropyrimidin-1(2H)-yl)-N-((2S,4R)-2-(trifluoromethyl)chroman-4-yl)chromane-6-carboxamide